N,3,6-trimethyl-5,7-dihydrothieno[3,2-b]pyran-6-amine hydrochloride Cl.CNC1(CC2=C(OC1)C(=CS2)C)C